[O-2].[Mg+2].[Sn+4].[O-2].[O-2] tin-magnesium oxide